C(C)(C)(C)OC(=O)N1CCN(CC1)C1=CC=C(C=N1)C1=CC=C2C(=CN(C2=C1)C(=O)OC(C)(C)C)C tert-butyl 6-(6-(4-(tert-butoxycarbonyl)piperazin-1-yl)pyridin-3-yl)-3-methyl-1H-indole-1-carboxylate